CC1=NOC(=C1C1=CC2=C(C=N1)N=C(S2)N)C 6-(3,5-dimethylisooxazol-4-yl)thiazolo[4,5-c]pyridin-2-amine